4-guanidinobutyric acid (4-guanidinobutanoate) N(C(=N)N)CCCC(=O)O.N(C(=N)N)CCCC(=O)O